CC1=CC(=C(C(N1)=O)C1=C(C2=C(OC(O2)[C@@H]2CC[C@H](CC2)NC)C=C1)C)SC 6-methyl-4-(methyl-Thio)-2-oxo-1,2-dihydropyridin-3-yl-methyl-2-(trans-4-(methylamino)cyclohexyl)benzo[d][1,3]dioxol